1-methanesulfonylpiperidin-3-amine CS(=O)(=O)N1CC(CCC1)N